Cl.C(C)OCC1(CN(CC1)CC1=CC=C(C=C1)NC(C)=O)CCC1=CC=CC=C1 N-(4-((3-(ethoxymethyl)-3-phenethylpyrrolidin-1-yl)methyl)phenyl)acetamide hydrochloride